1-methyl-3-nitro-2-((2,2,2-trifluoroethoxy)methyl)benzene CC1=C(C(=CC=C1)[N+](=O)[O-])COCC(F)(F)F